N-cyclopentyl-N',N'-dimethyl-ethane-1,2-diamine C1(CCCC1)NCCN(C)C